tert-butyl N-[2-[2-[5-fluoro-2-[3-fluoro-7-(1,2,3,4-tetrahydroisoquinolin-6-yl)thieno[2,3-d]pyridazin-4-yl]phenoxy]ethoxy]ethyl]carbamate FC=1C=CC(=C(OCCOCCNC(OC(C)(C)C)=O)C1)C1=C2C(=C(N=N1)C=1C=C3CCNCC3=CC1)SC=C2F